BrC1=C(N=C(S1)C1=CC=C(C=C1)N1CCN(CC1)C(=O)OC(C)(C)C)C1=C(C(=CC=C1)[N+](=O)[O-])F tert-butyl 4-{4-[5-bromo-4-(2-fluoro-3-nitrophenyl)-1,3-thiazol-2-yl]phenyl}piperazine-1-carboxylate